NC1=NC=C(C2=C1C=NN2COCC[Si](C)(C)C)NC(=O)C(=O)N(CC2=CC=CC1=CC=CC=C21)CC N-[4-amino-1-(2-trimethylsilylethoxymethyl)pyrazolo[4,3-c]pyridin-7-yl]-N'-ethyl-N'-(1-naphthylmethyl)oxamide